1'-(5-(benzyloxy)-6-(dimethylamino)pyrimidine-4-carbonyl)-2-bromo-5-methyl-8-oxo-5,8-dihydrospiro[cyclopenta[d][1,2,4]triazolo[1,5-a]pyrimidine-7,4'-piperidin] C(C1=CC=CC=C1)OC=1C(=NC=NC1N(C)C)C(=O)N1CCC2(CC1)CC(C=1N=C3N(C(C12)=O)NC(=N3)Br)C